6E-tridecene C=CCCCCCCCCCCC